3-(5-((1'-(3-(4-((4-([1,1'-biphenyl]-3-yl)-5-chloropyrimidin-2-yl)amino)piperidin-1-yl)-3-oxopropyl)-[1,4'-bipiperidin]-4-yl)oxy)-1-oxoisoindolin-2-yl)piperidine-2,6-dione C1(=CC(=CC=C1)C1=NC(=NC=C1Cl)NC1CCN(CC1)C(CCN1CCC(CC1)N1CCC(CC1)OC=1C=C2CN(C(C2=CC1)=O)C1C(NC(CC1)=O)=O)=O)C1=CC=CC=C1